S([O-])(O)(=O)=O.C(CCC)[N+]1=C(NC=C1)C=C butyl-vinylimidazolium bisulfat